CC(CCCC)C(CNC(OC(C)(C)C)=O)=O tert-Butyl (2-(hexan-2-yl)-2-oxoethyl)carbamate